3-((5,5-difluorohexyl)oxy)-4-(1-(difluoromethyl)-1,2,5,6-tetrahydropyridin-3-yl)-1,2,5-thiadiazole FC(CCCCOC1=NSN=C1C=1CN(CCC1)C(F)F)(C)F